(R)-1-(2-(1H-indol-3-yl)propyl)-6,7-dimethoxy-3,4-dihydroisoquinoline-2(1H)-formaldehyde N1C=C(C2=CC=CC=C12)C(C[C@H]1N(CCC2=CC(=C(C=C12)OC)OC)C=O)C